N-(3-(2,6-dimethylbenzyl)-2-methyl-5-(6-methyl-7-oxo-6,7-dihydro-1H-pyrrolo[2,3-c]pyridin-4-yl)-3H-imidazo[4,5-b]pyridin-7-yl)ethanesulfonamide CC1=C(CN2C(=NC=3C2=NC(=CC3NS(=O)(=O)CC)C=3C2=C(C(N(C3)C)=O)NC=C2)C)C(=CC=C1)C